(4-cyclopropyl-6-(difluoromethoxy)pyrimidin-5-yl)boronic acid C1(CC1)C1=NC=NC(=C1B(O)O)OC(F)F